(9Z)-9-tetradecen-1-ol acetate C(C)(=O)OCCCCCCCC\C=C/CCCC